5-Bromopyridin-3-yl 3-azido-3-deoxy-2-O-methyl-1-thio-α-D-galactopyranoside N(=[N+]=[N-])[C@@H]1[C@H]([C@@H](SC=2C=NC=C(C2)Br)O[C@@H]([C@@H]1O)CO)OC